CC1=C(C=CN1)C1=CC2=CC=CC=C2C=C1 5-methyl-4-(naphthalene-2-yl)-1H-pyrrole